3-(5-(4-((4'-chloro-5,5-dimethyl-3,4,5,6-tetrahydro-[1,1'-biphenyl]-2-yl)methyl)-2-(trifluoromethyl)piperazine-1-carbonyl)-1-oxoisoindolin-2-yl)piperidine-2,6-dione ClC1=CC=C(C=C1)C1=C(CCC(C1)(C)C)CN1CC(N(CC1)C(=O)C=1C=C2CN(C(C2=CC1)=O)C1C(NC(CC1)=O)=O)C(F)(F)F